4-(cyclooctyl)-3,6-dimethyl-1,2-phenylene dibenzoate C(C1=CC=CC=C1)(=O)OC1=C(C(=C(C=C1C)C1CCCCCCC1)C)OC(C1=CC=CC=C1)=O